cis-ethyl 3-aminocyclobutanecarboxylate N[C@H]1C[C@H](C1)C(=O)OCC